BrC=1C=C2N(N=CC(=C2NC2C[C@H]3CC[C@@H](C2)N3CCC#N)C(=NC3=C(C=C(C=C3F)O)Cl)N)C1 6-bromo-N'-(2-chloro-6-fluoro-4-hydroxy-phenyl)-4-[[(1R,5S)-8-(2-cyanoethyl)-8-azabicyclo[3.2.1]octan-3-yl]amino]pyrrolo[1,2-b]pyridazine-3-carboxamidine